oxa-4-pentene OCCC=C